tert-butyl (E)-5-((tert-butyldimethylsilyl)oxy)-2-((dimethylamino)methylene)-4,4-dimethyl-3-oxopiperidine-1-carboxylate [Si](C)(C)(C(C)(C)C)OC1C(C(\C(\N(C1)C(=O)OC(C)(C)C)=C/N(C)C)=O)(C)C